(3R,4R)-4-(Aminomethyl)-3-hydroxypiperidine-1-carboxylic acid tert-butyl ester C(C)(C)(C)OC(=O)N1C[C@@H]([C@H](CC1)CN)O